N-(1-cyclopentyl-3-cyano-1H-indol-5-yl)-1-methyl-1H-imidazole-5-carboxamide C1(CCCC1)N1C=C(C2=CC(=CC=C12)NC(=O)C1=CN=CN1C)C#N